(2R,6S)-2,6-dimethylpiperazine-1-carboxylic acid tertiary Butyl ester C(C)(C)(C)OC(=O)N1[C@@H](CNC[C@@H]1C)C